FC=1C=CC(=C(N/C(=C/C(=O)OC)/C)C1)OC methyl (2E)-3-(5-fluoro-2-methoxyanilino)but-2-enoate